(S)-menthol [C@H]1(CC(C(CC1)C(C)C)O)C